[Al].[P] phosphorus aluminum salt